6-(diethylamino)pyridin C(C)N(C1=CC=CC=N1)CC